3'-chloro-[1,1'-biphenyl] ClC=1C=C(C=CC1)C1=CC=CC=C1